C(N)(=O)C1=C(C=CC(=C1)F)NC(C)C=1C=C(C=C2C(N(C=3N(C12)C=NC3C(=O)N(C([2H])([2H])[2H])C([2H])([2H])[2H])C)=O)C 9-(1-((2-carbamoyl-4-fluorophenyl)amino)ethyl)-4,7-dimethyl-N,N-bis(methyl-d3)-5-oxo-4,5-dihydroimidazo[1,5-a]quinazoline-3-carboxamide